((6,7-dimethoxyquinazoline-4-yl)oxy)naphthalene-1-amine COC=1C=C2C(=NC=NC2=CC1OC)OC1=C(C2=CC=CC=C2C=C1)N